6-((2-cinnamoyl-1,2,3,4-tetrahydroisoquinolin-6-yl)oxy)-N-hydroxyhexanamide C(C=CC1=CC=CC=C1)(=O)N1CC2=CC=C(C=C2CC1)OCCCCCC(=O)NO